(1R,3R,5R)-N-((R)-(4-chloro-2,5-difluorophenyl)(cyclopropyl)methyl)-2-(((2S)-4-(methylsulfonyl)-2-piperazinyl)carbonyl)-2-azabicyclo[3.1.0]hexane-3-carboxamide ClC1=CC(=C(C=C1F)[C@H](NC(=O)[C@@H]1N([C@@H]2C[C@@H]2C1)C(=O)[C@H]1NCCN(C1)S(=O)(=O)C)C1CC1)F